5-bromo-4-methoxy-2-nitrobenzaldehyde BrC=1C(=CC(=C(C=O)C1)[N+](=O)[O-])OC